O=C1C=CC(=CN1CCOC1OCCCC1)C(=O)O 6-oxo-1-(2-((tetrahydro-2H-pyran-2-yl)oxy)ethyl)-1,6-dihydropyridine-3-carboxylic acid